BrC1=CC=C(OC2=CC(=CC(=C2)Cl)OC2=CC(=CC=C2)C(C)(C)C)C=C1 1-(4-bromophenoxy)-3-(3-tert-butylphenoxy)-5-chloro-benzene